The molecule is a tetracyclic diterpenoid that is grayanotoxane in which the pro-R hydrogen at position 14 is substituted by an acetoxy group and in which the 3beta-, 5-, 6beta-, 10-, and 16- positions are substituted by hydroxy groups. It has a role as a phytotoxin, an antihypertensive agent, a metabolite and a neuromuscular agent. It is a tetracyclic diterpenoid, a pentol, a tertiary alcohol, a secondary alcohol and an acetate ester. It derives from a hydride of a grayanotoxane. CC(=O)O[C@@H]1[C@H]2CC[C@@H]3[C@]1(C[C@H]([C@]4([C@H]([C@]3(C)O)C[C@@H](C4(C)C)O)O)O)C[C@@]2(C)O